FC1=C(OC2=CC=C(C=C2)C2=NN(C3=C2C=NC=C3OC)[C@H]3CN(CCC3)C(=O)C3CC2(CN(C2)S(=O)(=O)C2=CC=C(C)C=C2)C3)C=CC=C1OC (R)-(3-(3-(4-(2-fluoro-3-methoxyphenoxy)phenyl)-7-methoxy-1H-pyrazolo[4,3-c]pyridin-1-yl)piperidin-1-yl)(2-tosyl-2-azaspiro[3.3]heptan-6-yl)methanone